C1(CC1)NC(COC1=CC2=C(OC[C@@H](C(N2C)=O)NC(=O)N2N=CC(=C2)CC2=CC(=CC=C2)F)C=C1)=O (S)-N-(7-(2-(cyclopropylamino)-2-oxoethoxy)-5-methyl-4-oxo-2,3,4,5-tetrahydrobenzo[b][1,4]oxazepin-3-yl)-4-(3-fluorobenzyl)-1H-pyrazole-1-carboxamide